N(=O)N(O)C1=CC=CC=C1 nitrosophenylhydroxylamine